C(C)(C)(C)OC(=O)N1CCC2(CC1)CCN(CC2)C2=CC(=NC=C2)C#CCN2CCCCCC2 9-(2-(3-(azepan-1-yl)prop-1-yn-1-yl)pyridin-4-yl)-3,9-diazaspiro[5.5]undecane-3-carboxylic acid tert-butyl ester